O[C@]12C[C@H](CC[C@@]2([C@H]2CC[C@@]3([C@H](CC[C@@]3([C@@H]2CC1)O)C=1C=CC(OC1)=O)C)C)NC(=O)N1CCN(CCC1)C N-((3S,5S,8R,9S,10R,13R,14S,17R)-5,14-dihydroxy-10,13-dimethyl-17-(2-oxo-2H-pyran-5-yl)hexadecahydro-1H-cyclopenta[a]phenanthren-3-yl)-4-methyl-1,4-diazepane-1-carboxamide